C(#N)C=1C=C2C(CN(C2=CC1)C(=O)OC(C)(C)C)(C)C tert-butyl 5-cyano-3,3-dimethyl-2H-indole-1-carboxylate